(7R,14R)-11-((S or R)-3-amino-5-hydroxy-5-methylhex-1-yn-1-yl)-1-(difluoromethoxy)-6-(methyl-d3)-6,7-dihydro-7,14-methanobenzo[f]benzo[4,5]imidazo[1,2-a][1,4]diazocin-5(14H)-one N[C@H](C#CC1=CC2=C(N=C3N2[C@H]2C4=C(C(N([C@@H]3C2)C([2H])([2H])[2H])=O)C=CC=C4OC(F)F)C=C1)CC(C)(C)O |o1:1|